ClC1=C(C=C(OCC(=O)NC23CC(C2)(C3)C(=O)NCCC3=CC=C(C=C3)F)C=C1)F 3-[2-(4-chloro-3-fluorophenoxy)acetamido]-N-[2-(4-fluorophenyl)ethyl]bicyclo[1.1.1]pentane-1-carboxamide